C(C)C=1C=CC2=C3C(C(C(=C2C1)OC(=O)OC1=CC=C(C=C1)C)=O)=C1C=CC=CC1=C(C3=O)OC(=O)OC3=CC=C(C=C3)C 2-ethyl-5,11-dioxo-6,12-bis(p-tolyloxycarbonyloxy)naphthonaphthalene